(R)-2-amino-3-methylbutanoic acid N[C@@H](C(=O)O)C(C)C